ClC1=C(C(=O)N([C@H]2CNCCC2)C2=NC=CC3=CC=CC(=C23)C)C=CC(=C1)C=1N=NN(C1)C (R)-2-chloro-4-(1-methyl-1H-1,2,3-triazol-4-yl)-N-(8-methylisoquinolin-1-yl)-N-(piperidin-3-yl)benzamide